O=C1NC(CCC1N1C(N(C2=C1C=CC(=C2)C=2C=NN(C2)CC(=O)OC(C)(C)C)C)=O)=O tert-butyl 2-[4-[1-(2,6-dioxo-3-piperidyl)-3-methyl-2-oxo-benzimidazol-5-yl]pyrazol-1-yl]acetate